8-[(1R)-1-(2-bromo-4-methyl-anilino)ethyl]-2-(4,4-dimethyl-1-piperidyl)-3,6-dimethyl-chromen-4-one BrC1=C(N[C@H](C)C=2C=C(C=C3C(C(=C(OC23)N2CCC(CC2)(C)C)C)=O)C)C=CC(=C1)C